C[Si](C#CC1O[C@@H]([C@H]([C@@H]([C@H]1OCC1=CC=CC=C1)OCC1=CC=CC=C1)OCC1=CC=CC=C1)COCC1=CC=CC=C1)(C)C trimethyl-(((3S,4R,5R,6R)-3,4,5-tris(benzyloxy)-6-(benzyloxymethyl)-tetrahydro-2H-pyran-2-yl)ethynyl)silane